ClC1=CC(=C(C(=O)NCCOC)C=C1)NS(=O)(=O)C1=C(C=CC=C1)C 4-Chloro-N-(2-methoxyethyl)-2-((2-methylphenyl)sulfonamido)benzamide